N[C@@](CC(C)=O)(COC=1C=CC(=NC1C(F)F)C1=CC(=NC=C1)C(F)F)C (S)-4-amino-5-((2',6-bis(difluoromethyl)-[2,4'-bipyridyl]-5-yl)oxy)-4-methylpentan-2-one